CC=1C(=CC2=C(CC(O2)CNC)C1)C(=O)NC1(CC1)C1=CC=CC2=CC=CC=C12 5-Methyl-2-((methylamino)methyl)-N-(1-(naphthalen-1-yl)cyclopropyl)-2,3-dihydrobenzofuran-6-carboxamide